[Fe].[Cu].[Ga].[Cu] copper-gallium-copper-iron